4-[(3-chloro-2-fluorophenyl)amino]-7-methoxy-6-nitroquinazoline ClC=1C(=C(C=CC1)NC1=NC=NC2=CC(=C(C=C12)[N+](=O)[O-])OC)F